CS(=O)(=O)C=1C=C(C=CC1)C1=NN2C(=NC=3C=CC=CC3C2=N1)N[C@@H](C(=O)N)CC (2R)-2-({2-[3-(methanesulfonyl)phenyl][1,2,4]triazolo[1,5-c]quinazolin-5-yl}amino)butanamide